C(#N)C=1C=CC(=C(C1)/C(=C(/C=1C=C2C=NNC2=CC1)\C1=CC=C(C=C1)/C=C/C(=O)O)/CC)C (E)-3-(4-((E)-2-(5-cyano-2-methylphenyl)-1-(1H-indazol-5-yl)but-1-en-1-yl)phenyl)acrylic acid